(S)-2-((R)-2-(2-((3,3-dibutyl-7-(methylthio)-1,1-dioxido-5-phenyl-2,3,4,5-tetrahydrobenzo[f][1,2,5]thiadiazepin-8-yl)oxy)acetamido)-2-(4-hydroxyphenyl)acetamido)butanoic acid C(CCC)C1(NS(C2=C(N(C1)C1=CC=CC=C1)C=C(C(=C2)OCC(=O)N[C@@H](C(=O)N[C@H](C(=O)O)CC)C2=CC=C(C=C2)O)SC)(=O)=O)CCCC